25-Hydroxy-octacosanoic acid OC(CCCCCCCCCCCCCCCCCCCCCCCC(=O)O)CCC